3,7-dimethyl-2,6-octadien-8-ol CC(=CC)CCC=C(CO)C